C(#N)C(CC1=CC2=C(S1)C=C(C=C2)C=2C=CC1=C(N(C(O1)=O)C)C2)NC(=O)[C@H]2OCCCNC2 (2S)-N-(1-cyano-2-(6-(3-methyl-2-oxo-2,3-dihydrobenzo[d]oxazol-5-yl)benzo[b]thiophen-2-yl)ethyl)-1,4-oxazepane-2-carboxamide